FC(OC1=C(C=CC=C1)CC(=O)NC1=CC(=C(C=C1)C1=CC=NC=C1)OC)F 2-(2-(difluoromethoxy)phenyl)-N-(3-methoxy-4-(pyridin-4-yl)phenyl)acetamide